ClC1=C(C=C(C=C1)C(F)(F)F)NC(=O)C1=C(C2=C(CCC3=CN(N=C23)CC2=CC=C(C=C2)C)O1)C N-[2-chloro-5-(trifluoromethyl)phenyl]-8-methyl-2-(4-methylbenzyl)-4,5-dihydro-2H-furo[2,3-g]indazole-7-carboxamide